17-(pyridin-3-yl)androsta-5,16-dien-3-ol N1=CC(=CC=C1)C=1[C@]2(C)[C@@H](CC1)[C@@H]1CC=C3CC(CC[C@]3(C)[C@H]1CC2)O